NCCCNC(C[Si](OCC)(OCC)OCC)C N-(gamma-aminopropyl)-beta-aminopropyltriethoxysilane